N-((3-chloro-2,4-difluorophenyl)(6-(trifluoromethyl)pyridin-3-yl)methyl)-2-methylpropane-2-sulfinamide ClC=1C(=C(C=CC1F)C(NS(=O)C(C)(C)C)C=1C=NC(=CC1)C(F)(F)F)F